Methyl 3-(4-(benzo[d][1,3]dioxolan-5-yl)furan-2-yl)-3-oxopropanoate O1COC2=C1C=CC(=C2)C=2C=C(OC2)C(CC(=O)OC)=O